rac-N-(4-methoxypiperidin-3-yl)carbamic acid tert-butyl ester C(C)(C)(C)OC(NC1CNCCC1OC)=O